(R)-N-((S)-1'-(8-bromo-7-methylimidazo[1,2-c]pyrimidin-5-yl)-1,3-dihydrospiro[inden-2,4'-piperidin]-1-yl)-2-methylpropan-2-sulfinamide BrC=1C=2N(C(=NC1C)N1CCC3(CC1)[C@@H](C1=CC=CC=C1C3)N[S@](=O)C(C)(C)C)C=CN2